7-bromo-3-methyldibenzo[b,f][1,4]oxazepin-11(10H)-one BrC=1C=CC2=C(OC3=C(C(N2)=O)C=CC(=C3)C)C1